3-(Hydroxymethyl)bicyclo[1.1.1]pentane-1-carbonitrile OCC12CC(C1)(C2)C#N